BrC1=C(C=C(C=C1)OCC1CC1)Cl 1-bromo-2-chloro-4-(cyclopropylmethoxy)benzene